COC1=CC(=CC2=C1C(=NO2)N)C=2OC=CN2 4-methoxy-6-(oxazol-2-yl)benzo[d]isoxazol-3-amine